6-(2,8-dimethylimidazo[1,2-b]pyridazin-6-yl)-2-(piperidin-4-yl)isoquinolin-1(2H)-one CC=1N=C2N(N=C(C=C2C)C=2C=C3C=CN(C(C3=CC2)=O)C2CCNCC2)C1